4-(4-amino-2-benzyl-phenyl)piperazine-1-carboxylic acid tert-butyl ester C(C)(C)(C)OC(=O)N1CCN(CC1)C1=C(C=C(C=C1)N)CC1=CC=CC=C1